CNCC1=CC=C(C(=O)NCCN(C(C2=CC=CC=C2)=O)CCNC(OCC2=CC=CC=C2)=O)C=C1 Benzyl (2-(N-(2-(4-((methylamino)methyl)benzamido)ethyl)benzamido)ethyl)carbamate